FC1=C(C(=C(C(=C1F)F)F)F)OS(=O)(=O)C=1C=C2C=CC(N(C2=CC1)C1=C(C=C(C(=C1)Cl)Br)OC)=O 1-(4-bromo-5-chloro-2-methoxyphenyl)-2-oxo-1,2-dihydroquinoline-6-sulfonic acid perfluorophenyl ester